ethyl (S)-3-(2',5'-difluorobiphenyl-3-yl)-3-(3-(4-hydroxy-1,5-dimethyl-2-oxo-1,2-dihydropyridin-3-yl)ureido)propanoate FC1=C(C=C(C=C1)F)C1=CC(=CC=C1)[C@H](CC(=O)OCC)NC(=O)NC=1C(N(C=C(C1O)C)C)=O